(S)-2-Amino-3-[1-(carboxymethyl)pyrrolo[2,3-b]pyridin-3-yl]propanoic acid N[C@H](C(=O)O)CC1=CN(C2=NC=CC=C21)CC(=O)O